CC1=NC=C2N1C=CC(=C2)C(=O)NC2=CC1=C(C=N2)C=C(N1COCC[Si](C)(C)C)CN1[C@H](CCC1)C 3-methyl-N-(2-[[(2S)-2-methylpyrrolidin-1-yl]methyl]-1-[[2-(trimethylsilyl)ethoxy]methyl]pyrrolo[3,2-c]pyridin-6-yl)imidazo[1,5-a]pyridine-7-carboxamide